1,1,3-tris(2-methyl-4-hydroxy-5-t-butylphenyl)butane tert-butyl-(2-(5-(2-((4-(trifluoromethyl)phenyl)amino)pyridin-3-yl)-1,3,4-oxadiazol-2-yl)ethyl)carbamate C(C)(C)(C)N(C(O)=O)CCC=1OC(=NN1)C=1C(=NC=CC1)NC1=CC=C(C=C1)C(F)(F)F.CC1=C(C=C(C(=C1)O)C(C)(C)C)C(CC(C)C1=C(C=C(C(=C1)C(C)(C)C)O)C)C1=C(C=C(C(=C1)C(C)(C)C)O)C